CC1=C(C=CC=C1)NN 2-o-methylphenylhydrazine